1-(7-Methyl-3-phenyl-1H-indol-1-yl)naphthalen-2-ol CC=1C=CC=C2C(=CN(C12)C1=C(C=CC2=CC=CC=C12)O)C1=CC=CC=C1